C(C1=CC=CC=C1)N1C2=NC(=CC=C2CCC12CN(CC2)C(=O)OC(C)(C)C)C tert-Butyl 1-benzyl-7-methyl-3,4-dihydro-1H-spiro[1,8-naphthyridine-2,3'-pyrrolidine]-1'-carboxylate